FC(C(=O)O)(C(C(C(C(C(C(C(C(C(C(C(C(F)(F)F)(F)F)(F)F)(F)F)(F)F)(F)F)(F)F)(F)F)(F)F)(F)F)(F)F)(F)F)F perfluoromyristic acid